C(C)OC(=O)C=1N(N=C(N1)C)CC1=CC=CC=C1 2-benzyl-5-methyl-1,2,4-triazole-3-carboxylic acid ethyl ester